methyl 5-((4-bromo-2-chlorophenyl)amino)-4-fluoro-1H-benzo[d]imidazole-6-carboxylate BrC1=CC(=C(C=C1)NC1=C(C2=C(NC=N2)C=C1C(=O)OC)F)Cl